8-amino-1,4-dioxo-1,2,3,4-tetrahydrophthalazine-6-carboxylic acid NC=1C=C(C=C2C(NNC(C12)=O)=O)C(=O)O